OC1(CCC(CC1)C1NC2=C(OC1)C=C(C=C2[N+](=O)[O-])S(=O)(=O)NC(C2=CC=CC=C2)=O)C N-((3-(4-hydroxy-4-methylcyclohexyl)-5-nitro-3,4-dihydro-2H-benzo[b][1,4]oxazin-7-yl)sulfonyl)benzamide